C1(CC1)[C@H](C)NC(=O)C1=CN=C(O1)C=1C=C(C=CC1)C1=NNC(=N1)C(=O)[O-].[K+] potassium (S)-3-(3-(5-((1-cyclopropylethyl) carbamoyl) oxazol-2-yl) phenyl)-1H-1,2,4-triazole-5-carboxylate